N1=CN=C2NC=NC2=C1C12OC=C(C(C(=CN1)C=O)C2)C=O (9H-purin-6-yl)-2-oxa-8-azabicyclo[3.3.1]non-3,6-diene-4,6-dicarboxaldehyde